methyl 7-[2-[[2-(2,6-dioxo-3-piperidyl)-1-oxo-isoindolin-4-yl]amino]propanoylamino]heptanoate O=C1NC(CCC1N1C(C2=CC=CC(=C2C1)NC(C(=O)NCCCCCCC(=O)OC)C)=O)=O